4-Methyl-2,6-bis-p-tolylamino-5-(2-trifluoromethylphenylazo)nicotinonitril CC1=C(C(=NC(=C1C#N)NC1=CC=C(C=C1)C)NC1=CC=C(C=C1)C)N=NC1=C(C=CC=C1)C(F)(F)F